racemic-1-(2-aminopyrimidin-5-yl)-3-(1-(5,7-difluoro-3-methylbenzofuran-2-yl)-2,2,2-trifluoroethyl)urea NC1=NC=C(C=N1)NC(=O)N[C@@H](C(F)(F)F)C=1OC2=C(C1C)C=C(C=C2F)F |r|